CN(C1=C2C(=NC=N1)N(N=C2C=2C=CC1=C(N=C(O1)N)C2)CC=2C=C1CCNCC1=CC2)C 5-(4-(dimethylamino)-1-((1,2,3,4-tetrahydroisoquinolin-6-yl)methyl)-1H-pyrazolo[3,4-d]pyrimidin-3-yl)benzo[d]oxazol-2-amine